C1COC(=N1)C2=C(N=CC=C2)C3=NCCO3 Bis(oxazolinyl)pyridine